O=C1N(CCC1)C=C 2-oxopyrrolidin-1-ylethylene